(R)-3-methyl-4-(7-(3-methyl-1H-pyrazol-5-yl)-4-(2-(methylsulfonyl)propan-2-yl)imidazo[1,5-b]pyridazin-2-yl)morpholine C[C@H]1N(CCOC1)C=1C=C(C=2N(N1)C(=NC2)C2=CC(=NN2)C)C(C)(C)S(=O)(=O)C